C(=CC)C=1NOC2=C(C1)C=CC=C2 propenyl-benzoxazine